OC1=CC(=CC=2C(C3=CC(=CC(=C3C(C12)=O)O)C)=O)O 1,3,8-trihydroxy-6-methylanthraquinone